COCCOCCOCCCCCC diethylene glycol n-hexyl methyl ether